C(C)(=O)NCCCCCC(=O)SCCNC(CCNC([C@@H](C(COP(OP(OC[C@@H]1[C@H]([C@H]([C@@H](O1)N1C=NC=2C(N)=NC=NC12)O)OP(=O)(O)O)(=O)O)(=O)O)(C)C)O)=O)=O acetamidohexanoyl-CoA